C(C)N1CC2CCC(C1)N2C(=O)OC(C)(C)C tert-Butyl 3-ethyl-3,8-diazabicyclo[3.2.1]octane-8-carboxylate